FC1=C(C=CC=C1F)CN1C(CCC1=O)CC(=O)N[C@@H]1[C@H](CC2=CC=C(C=C12)C)C 2-[1-[(2,3-difluorophenyl)methyl]-5-oxopyrrolidin-2-yl]-N-[(1R,2S)-2,6-dimethylindan-1-yl]acetamid